6-(trifluoromethyl)pyridazine-4-carboxylic acid methyl ester COC(=O)C1=CN=NC(=C1)C(F)(F)F